3-(t-butyl)-N-(6-methoxy-5-(1-methyl-7-(methylsulfonyl)-2-oxo-1,2-dihydropyrimido[4,5-d]pyrimidin-3(4H)-yl)pyridin-3-yl)benzamide C(C)(C)(C)C=1C=C(C(=O)NC=2C=NC(=C(C2)N2C(N(C3=NC(=NC=C3C2)S(=O)(=O)C)C)=O)OC)C=CC1